FC1=C(C(=O)N2C(CCC2)C2=NC(C(=C3N2CCN(C3=O)CCS(=O)(=O)C3=CC=CC=C3)O)=O)C(=CC=C1)F 6-(1-(2,6-difluorobenzoyl)pyrrolidin-2-yl)-9-hydroxy-2-(2-(phenylsulfonyl)ethyl)-3,4-dihydro-2H-pyrazino[1,2-c]pyrimidine-1,8-dione